The molecule is a carbohydrazide obtained by formal condensation of the carboxy groups of malonic acid with the hydrino groups of two molar equivalents of N-methylbenzenecarbothiohydrazide It has a role as an antineoplastic agent and an apoptosis inducer. It is a carbohydrazide and a thiocarbonyl compound. It derives from a malonic acid. CN(C(=S)C1=CC=CC=C1)NC(=O)CC(=O)NN(C)C(=S)C2=CC=CC=C2